C(C1=CC=CC=C1)N(C=O)C(C)C(C(=S1CCCC1)C#N)=O N-Benzyl-N-[4-cyano-3-oxo-4-(1λ4-thiolan-1-ylidene)butan-2-yl]formamide